CC1=CC=C(C2=CC=3CC=4C=CC=CC4C3C=C21)C 6,9-dimethylbenzo[b]fluorene